1-(3-(5-(2-fluoro-6-methoxyphenyl)-3-(pyridin-4-ylamino)-2H-indazol-2-yl)piperidin-1-yl)prop-2-en-1-one FC1=C(C(=CC=C1)OC)C1=CC2=C(N(N=C2C=C1)C1CN(CCC1)C(C=C)=O)NC1=CC=NC=C1